(6S,8S)-8-(1-(difluoromethyl)-1H-pyrazol-3-yl)-2-fluoro-N-(5-methoxy-6-(pyrimidin-2-yl)pyridin-3-yl)-8-methyl-7,8-dihydro-6H-cyclopenta[e]pyrazolo[1,5-a]pyrimidine-6-carboxamide FC(N1N=C(C=C1)[C@]1(C[C@@H](C=2C=NC=3N(C21)N=C(C3)F)C(=O)NC=3C=NC(=C(C3)OC)C3=NC=CC=N3)C)F